C(C)(=O)N[C@@H]1C[C@@H](OC1)C1=C(C(N=C(N1)C=1SC=CN1)C1=C(C(=CC=C1)F)Cl)C(=O)OCC (cis)-Ethyl 6-(4-acetamidotetrahydrofuran-2-yl)-4-(2-chloro-3-fluorophenyl)-2-(thiazol-2-yl)-1,4-dihydropyrimidine-5-carboxylate